CN(C)C[N+](C)=CON1N=NC=2C1=NC=CC2 dimethylamino(triazolo[4,5-b]pyridin-3-yloxymethylene)-di-methyl-ammonium